tert-butyl N-[[4-[[5-(4-fluorophenyl)-2-hydroxy-phenyl]carbamoyl]phenyl]-methyl-oxo-sulfanylidene]carbamate FC1=CC=C(C=C1)C=1C=CC(=C(C1)NC(=O)C1=CC=C(C=C1)S(=NC(OC(C)(C)C)=O)(=O)C)O